The molecule is a polyprenol diphosphate compound having thirteen prenyl units with undefined stereochemistry about the double bonds. It has a role as a Saccharomyces cerevisiae metabolite. CC(=CCC/C(=C/CC/C(=C/CC/C(=C/CC/C(=C/CC/C(=C/CC/C(=C/CC/C(=C/CC/C(=C/CC/C(=C/CC/C(=C/CC/C(=C/CC/C(=C/COP(=O)(O)OP(=O)(O)O)/C)/C)/C)/C)/C)/C)/C)/C)/C)/C)/C)/C)C